Phosphorus [1,1'-biphenyl]-4-yl (phenyl) oxide C1(=CC=CC=C1)OC1=CC=C(C=C1)C1=CC=CC=C1.[P]